OCC(C1=CC=CC=C1)NC(=O)C1=CC(=NN1CCCCC)C(C)(C)C N-(2-hydroxy-1-phenylethyl)-3-tert-butyl-1-N-pentyl-1H-pyrazole-5-carboxamide